3-(6-methylpyrazin-2-yl)-1H-indole-7-carbonitrile CC1=CN=CC(=N1)C1=CNC2=C(C=CC=C12)C#N